(1S,3R)-3-[[1-[2-(Difluoromethoxy)-4-(trifluoromethyl)phenyl]pyrrolo[1,2-d][1,2,4]triazin-4-yl]amino]cyclohexanol FC(OC1=C(C=CC(=C1)C(F)(F)F)C=1C=2N(C(=NN1)N[C@H]1C[C@H](CCC1)O)C=CC2)F